7-methyl-6-(1-(pyrazolo[1,5-a]pyridin-3-ylsulfonyl)piperidin-4-yl)-[1,2,4]triazolo[1,5-a]pyridine CC1=CC=2N(C=C1C1CCN(CC1)S(=O)(=O)C=1C=NN3C1C=CC=C3)N=CN2